[Na].C1(=CC=CC=C1)S(=O)(=O)C1=CC=CC=C1 diphenylsulfone, sodium salt